3-METHOXYBENZYLISOCYANIDE COC=1C=C(C[N+]#[C-])C=CC1